(R,S)-3-Methyl-4-(((4-oxochroman-7-yl)oxy)(pyridin-4-yl)methyl)benzonitrile CC=1C=C(C#N)C=CC1[C@@H](C1=CC=NC=C1)OC1=CC=C2C(CCOC2=C1)=O